C(CCCC)(=O)OC=1C=C2CCNCC2=CC1 1,2,3,4-tetrahydroisoquinolin-6-yl pentanoate